methyl 4-(3-chlorophenyl)piperidine-4-carboxylate ClC=1C=C(C=CC1)C1(CCNCC1)C(=O)OC